1,4,8,11-tetrakis(3,4-dihydroxyphenyl)quinoxalino[2,3-b]phenazine-6,13-dione OC=1C=C(C=CC1O)C1=CC=C(C2=NC3=C(C(C4=NC5=C(C=CC(=C5N=C4C3=O)C3=CC(=C(C=C3)O)O)C3=CC(=C(C=C3)O)O)=O)N=C12)C1=CC(=C(C=C1)O)O